C(=O)(O)C(CC=1C=C(CCN(C(=O)NCCC2=CC(=CC=C2)CC(C(=O)O)C2CNCC2)CCOC=2C=C(C=CC2)CC(C(=O)O)C2CNCC2)C=CC1)C1CNCC1 3-(3-(2-(1,3-bis(3-(2-carboxy-2-(pyrrolidin-3-yl)ethyl)phenethyl)ureido)ethoxy)phenyl)-2-(pyrrolidin-3-yl)propanoic acid